4-[[2-(2-tetrahydropyran-2-yl-indazol-6-yl)acetyl]amino]pyridine-2-carboxylic acid O1C(CCCC1)N1N=C2C=C(C=CC2=C1)CC(=O)NC1=CC(=NC=C1)C(=O)O